O=C1NC(CCC1N1C(N(C2=C1C=CC=C2C#CCCCNC(OC(C)(C)C)=O)C)=O)=O tert-butyl (5-(1-(2,6-dioxopiperidin-3-yl)-3-methyl-2-oxo-2,3-dihydro-1H-benzo[d]imidazol-4-yl)pent-4-yn-1-yl)carbamate